2-amino-3-(3-(2-(4-aminophenyl)-1-cyanovinyl)-2-cyanophenyl)propionic acid NC(C(=O)O)CC1=C(C(=CC=C1)C(=CC1=CC=C(C=C1)N)C#N)C#N